1-Ethoxyvinyl-tributyltin C(C)OC(=C)[Sn](CCCC)(CCCC)CCCC